C(C)OC1=CC=C(C=C1)C1=NN2C(=NC=3C=CC=CC3C2=N1)N[C@H]1C(NCCCC1)=O (3R)-3-{[2-(4-ethoxyphenyl)[1,2,4]triazolo[1,5-c]quinazolin-5-yl]amino}azepan-2-one